(E)-Phenethyl-3-(4-hydroxy-3,5-dimethoxyphenyl)acrylat C(CC1=CC=CC=C1)OC(\C=C\C1=CC(=C(C(=C1)OC)O)OC)=O